(R)-N-Benzyl-1-[7-(1-methylcyclopropyl)[1,3]thiazolo[4,5-d]pyrimidin-2-yl]pyrrolidin-2-carboxamid C(C1=CC=CC=C1)NC(=O)[C@@H]1N(CCC1)C=1SC2=C(N=CN=C2C2(CC2)C)N1